FC(C1CCN(CC1)C=1N=CC(=NC1)NC1CCC(CC1)NC(OC(C)(C)C)=O)(F)F tert-butyl (4-((5-(4-(trifluoromethyl)piperidin-1-yl)pyrazin-2-yl)amino)cyclohexyl)carbamate